C1(=CC=CC=C1)C(C#N)=C α-phenylacrylonitrile